3-chloro-2-(2-(1,5-dimethyl-1H-imidazol-4-yl)-6-fluorophenyl)-N-((1r,3r)-3-hydroxy-3-methylcyclobutyl)imidazo[1,2-a]pyridine-7-carboxamide ClC1=C(N=C2N1C=CC(=C2)C(=O)NC2CC(C2)(C)O)C2=C(C=CC=C2F)C=2N=CN(C2C)C